2-(8-methylimidazo[1,5-a]pyrazin-3-yl)-4-(trifluoromethyl)Thiazole CC=1C=2N(C=CN1)C(=NC2)C=2SC=C(N2)C(F)(F)F